2-(3-((1-(tert-butoxycarbonyl)piperidin-4-yl)methoxy)isoxazol-5-yl)-3-methylbutanoic acid C(C)(C)(C)OC(=O)N1CCC(CC1)COC1=NOC(=C1)C(C(=O)O)C(C)C